FC=1C=C(C(=O)O)C=C(C1C=1N=C2N(C=CC(=C2)C)C1C[C@H]1CNCCO1)F (S)-3,5-difluoro-4-(7-methyl-3-(morpholin-2-yl-methyl)imidazo[1,2-a]pyridin-2-yl)benzoic acid